[Na+].CNC1=CC=C(C(=O)N[C@@H](CCC(=O)[O-])C(=O)[O-])C=C1.[Na+] p-methylaminobenzoyl-L-glutamic acid sodium salt